5,8-dihydroxy-2-isopropyl-1,4-naphthalenedione OC1=C2C(C=C(C(C2=C(C=C1)O)=O)C(C)C)=O